N-(hydroxy)methacrylamide ONC(C(=C)C)=O